N[C@@H]1CCC2=CC=CC=C12 (r)-aminoindan